imidazolium N1C=[NH+]C=C1